FC=1C=CC(=NC1F)N 5,6-difluoropyridin-2-amine